(R)-1-(3-fluorophenyl)-2-((2-((1s,4S)-4-methoxycyclohexyl)propan-2-yl)amino)ethan-1-ol FC=1C=C(C=CC1)[C@H](CNC(C)(C)C1CCC(CC1)OC)O